C(C(=C)C)(=O)OC1=C(C(=CC(=C1F)F)F)F 2,3,5,6-tetrafluorophenyl methacrylate